C1(CC1)CCC1=C(N=C(N1C(=O)N)OCC)C=1C=NC(=CC1)OC (2-Cyclopropylethyl)-2-ethoxy-4-(6-methoxypyridin-3-yl)-1H-imidazole-1-carboxamide